C(CCC)[Sn]1(O[C@@H]2[C@H](O1)[C@H](O[C@H]2N2C(NC(C=C2)=O)=O)CO)CCCC 1-((3aR,4R,6R,6aR)-2,2-dibutyl-6-(hydroxylmethyl)tetrahydrofuro[3,4-d][1,3,2]dioxastannol-4-yl)pyrimidine-2,4(1H,3H)-dione